C(#N)C1=CC=C(C=C1)C1=C2CCCC(C2=CC=C1)CN(C(OC(C)(C)C)=O)C tert-butyl ((5-(4-cyanophenyl)-1,2,3,4-tetrahydronaphthalen-1-yl)methyl)(methyl)carbamate